C(CC)OCCC mono-n-propyl ether